dimethyl-tetravinyl-disilazane C[SiH](N([Si](C=C)(C=C)C=C)C=C)C